C(C=C)N(CC=C)CC1=C(C=C(C=C1)Cl)[N+](=O)[O-] N-allyl-N-(4-chloro-2-nitrobenzyl)prop-2-en-1-amine